FC(C=1C=C(C(=O)C2=CC=C(C#N)C=C2)C=CC1)(F)F 4-(3-(trifluoromethyl)benzoyl)benzonitrile